N1CCC(=CC1)C1=CC=C(N=N1)C=1C(=CC2=CC=CC=C2C1)O 3-(6-(1,2,3,6-tetra-hydropyridin-4-yl)pyridazin-3-yl)naphthalen-2-ol